N-((3R,4S)-3-fluoro-1-(3-methyloxetan-3-yl)piperidin-4-yl)-4-methoxy-5-(1-(2,2,2-trifluoroethyl)-1H-benzo[d][1,2,3]triazol-6-yl)pyrrolo[2,1-f][1,2,4]triazin-2-amine F[C@@H]1CN(CC[C@@H]1NC1=NN2C(C(=N1)OC)=C(C=C2)C=2C=CC1=C(N(N=N1)CC(F)(F)F)C2)C2(COC2)C